4-[(4as,7as)-3,4,4a,5,7,7a-hexahydro-2H-pyrrolo[3,4-b][1,4]oxazin-6-yl]-5-chloro-2-(2-fluoro-4-pyridinyl)-1H-pyrimidin-6-one O1[C@@H]2[C@@H](NCC1)CN(C2)C=2N=C(NC(C2Cl)=O)C2=CC(=NC=C2)F